C1(=C(C=C(C=C1)C)C)C1=NC(=NC(=N1)C1=C(C=C(C=C1)C)C)C1=C(C=CC=C1O)O [4,6-di(2,4-xylyl)-1,3,5-triazine-2-yl]-1,3-benzenediol